ClC1=CC=C(C=C1)C1=CC(=CC(=C1)C(C)(C)C)C(C)(C)C 4-chloro-3',5'-di-tert-butyl-1,1'-biphenyl